2,2,2-trichloroethyl (2-(aminooxy)ethyl)carbamate NOCCNC(OCC(Cl)(Cl)Cl)=O